6-cyclopropyl-5-methoxy-N-[(4-methoxyphenyl)methyl]pyridazin-3-amine C1(CC1)C1=C(C=C(N=N1)NCC1=CC=C(C=C1)OC)OC